p-phenylenebis(4-methyl-2-oxazoline) C1(=CC=C(C=C1)C=1OCC(N1)C)C=1OCC(N1)C